FC(C1=CC=C(C=C1)N1CC(CC2=NC=CC=C12)CC(=O)OC)(F)F methyl 2-(1-(4-(trifluoromethyl)phenyl)-1,2,3,4-tetrahydro-1,5-naphthyridin-3-yl)acetate